tert-butyl N-(6-chloro-2-iodo-1H-indol-4-yl)-N-(1-methylpiperidin-4-yl)-carbamate ClC1=CC(=C2C=C(NC2=C1)I)N(C(OC(C)(C)C)=O)C1CCN(CC1)C